C(=C)C(C(=O)[O-])C(=O)[O-].[Li+].[Li+] lithium vinylmalonate